benzyl 6-(2-methoxy-2-oxoethyl)-3,4-dihydro-1H-isoquinoline-2-carboxylate COC(CC=1C=C2CCN(CC2=CC1)C(=O)OCC1=CC=CC=C1)=O